ethyl 2-{[3-methyl-7-(3-nitrobenzyl)-2,6-dioxo-2,3,6,7-tetrahydro-1H-purin-8-yl]thio}butanoate CN1C(NC(C=2N(C(=NC12)SC(C(=O)OCC)CC)CC1=CC(=CC=C1)[N+](=O)[O-])=O)=O